9,9-dimethyl-3-(4,4,5,5-tetramethyl-1,3,2-dioxaborolan-2-yl)-9H-fluoren-2-amine CC1(C2=CC=CC=C2C=2C=C(C(=CC12)N)B1OC(C(O1)(C)C)(C)C)C